9-(4-(((2-azaspiro[3.3]heptan-6-yl)amino)methyl)-2-methoxybenzyl)-6-amino-2-ethoxy-9H-purin-8-ol C1NCC12CC(C2)NCC2=CC(=C(CN1C3=NC(=NC(=C3N=C1O)N)OCC)C=C2)OC